ClC1=C(C#N)C(=CC=N1)NC1=CC2=C(N(C(N2CCC2(CCC2)O)=O)C)C=C1 2-chloro-4-((3-(2-(1-hydroxycyclobutyl)ethyl)-1-methyl-2-oxo-2,3-dihydro-1H-benzo[d]imidazol-5-yl)amino)nicotinonitrile